C1(CC1)NC1=NC(=C2C(=N1)N(N=C2)C)NCC2=CC=C(C=C2)S(=O)(=O)N 4-(((6-(Cyclopropylamino)-1-methyl-1H-pyrazolo[3,4-d]pyrimidin-4-yl)amino)methyl)-benzenesulfonamide